2-[1-[[(3,4-dimethylpyrimidino[4',5':4,5]thieno[2,3-c]pyridazin-8-yl)amino]methyl]-3-bicyclo[1.1.1]pentyl]propan-2-ol CC1=C(C2=C(N=N1)SC1=C2N=CN=C1NCC12CC(C1)(C2)C(C)(C)O)C